FC(C(=O)O)(F)F.N1C=CC=2C1=NC=CC2O[C@@H]2CC[C@H](CC2)N2C(N(CC2=O)C=2C=NC=C(C2)C(F)(F)F)=O 3-[trans-4-(1H-pyrrolo[2,3-b]pyridin-4-yloxy)cyclohexyl]-1-[5-(trifluoromethyl)-3-pyridinyl]-2,4-imidazolidinedione trifluoroacetate